P(=O)(OC[C@H]1O[C@H](C[C@@H]1OP(=O)(O)OCC1=CC=CC=C1)N1C(N=C(C=C1)N)=O)(OCC1=CC=CC=C1)O.[Na] sodium ((2R,3S,5R)-5-(4-amino-2-oxopyrimidin-1(2H)-yl)-3-(((benzyloxy)(hydroxy)phosphoryl)oxy)tetrahydrofuran-2-yl)methyl benzyl hydrogen phosphate